tert-butyl 2-(2-((cis)-6,6-difluoro-2-methylhexahydropyrrolo[3,2-c]pyrazol-1(2H)-yl) ethoxy)-2-methylpropionate FC1(CN[C@@H]2[C@H]1N(N(C2)C)CCOC(C(=O)OC(C)(C)C)(C)C)F